NC1=C(N2N(CCC2)C1=O)N 2,3-diamino-6,7-dihydro-1H,5H-pyrazolo[1,2-a]pyrazole-1-one